C(#N)C=1C=NC(=CC1)O 3-cyano-6-hydroxypyridine